bis(4-methoxybenzyl)-amine COC1=CC=C(CNCC2=CC=C(C=C2)OC)C=C1